3-[4-hydroxy-3-(5,6,7,8-tetrahydro-3,5,5,8,8-pentamethyl-2-naphthyl)phenyl]-2-propenoic acid OC1=C(C=C(C=C1)C=CC(=O)O)C1=CC=2C(CCC(C2C=C1C)(C)C)(C)C